4-Methyl-1-[(5-oxomorpholin-2-yl)methyl]-5-({2-[6-(2,2,2-trifluoroethyl)quinazolin-4-yl]-2,7-diazaspiro[3.5]non-7-yl}methyl)-1H-indole-2-carbonitrile CC1=C2C=C(N(C2=CC=C1CN1CCC2(CN(C2)C2=NC=NC3=CC=C(C=C23)CC(F)(F)F)CC1)CC1CNC(CO1)=O)C#N